1-methyl-3-[[4-(trifluoromethoxy)phenoxy]methyl]indazole-6-carbaldehyde CN1N=C(C2=CC=C(C=C12)C=O)COC1=CC=C(C=C1)OC(F)(F)F